ClC1=C(C(=C(C=C1OC)OC)Cl)C1=CC2=C(N=C(N=C2)SC)C(=N1)NCCCCN1CC(CC1)OC 6-(2,6-dichloro-3,5-dimethoxyphenyl)-N-(4-(3-methoxypyrrolidin-1-yl)butyl)-2-(methylthio)pyrido[3,4-d]pyrimidine-8-amine